Cl.C(C1=CC=CC=C1)OC(=O)N1C[C@@H]([C@@H](CC1)O)N (3S,4R)-3-amino-4-hydroxypiperidine-1-carboxylic acid benzyl ester hydrochloride